C(C)(C)N1N=NN=C1C1=CC=CC(=N1)NC(=O)C=1C(=NN(C1)C1=NC=CN=C1)OC N-(6-(1-isopropyl-1H-tetrazol-5-yl)pyridin-2-yl)-3-methoxy-1-(pyrazin-2-yl)-1H-pyrazole-4-carboxamide